5-(2-(3-chloro-4-methyl-8,9-dihydropyrido[3',2':4,5]pyrrolo[1,2-a]pyrazin-7(6H)-yl)-2-oxoethyl)tetrahydrofuran ClC1=C(C=2C=C3N(CCN(C3)C(CC3CCCO3)=O)C2N=C1)C